(R)-N-(7-chloro-6-(1-((3R,4R)-4-hydroxy-3-methyltetrahydrofuran-3-yl)piperidin-4-yl)isoquinolin-3-yl)-2,2-dimethylcyclopropane-1-carboxamide ClC1=C(C=C2C=C(N=CC2=C1)NC(=O)[C@H]1C(C1)(C)C)C1CCN(CC1)[C@@]1(COC[C@@H]1O)C